FC1=C(C(=CC=C1)F)C=1C=CC(=NC1)CNC(COC)COC N-((5-(2,6-difluorophenyl)pyridin-2-yl)methyl)-1,3-dimethoxypropan-2-amine